N1CC(C1)C(=O)OC(C)C isopropyl azetidine-3-carboxylate